C(#N)C1=CC(=C(COC2=CC=CC(=N2)C2CCN(CC2)[C@H]2C=3N([C@H](COC2)C)C2=C(N3)C=CC(=C2)C(=O)OC)C=C1)F (1S,5S)-methyl 5-(4-(6-((4-cyano-2-fluorobenzyl)oxy)pyridin-2-yl)piperidin-1-yl)-1-methyl-1,2,4,5-tetrahydrobenzo[4,5]imidazo[1,2-d][1,4]oxazepine-9-carboxylate